CC1=CC=C(C=C1)S(=O)(=O)OC1CN(C(CC1)=O)C(C)C 1-isopropyl-6-oxopiperidin-3-yl 4-methylbenzenesulfonate